NC1=CC=CC(=N1)N1C(C(CC1)O)(C)C 1-(6-aminopyridin-2-yl)-2,2-dimethylpyrrolidin-3-ol